ClC1=CC=C(OC2(CN(CC2)CCOC2=CC=C3C=CC(NC3=C2)=O)C)C=C1 7-(2-(3-(4-chlorophenoxy)-3-methylpyrrolidin-1-yl)ethoxy)quinolone